N-(5-(2,2-dimethyl-2,3-dihydro-[1,4]dioxino[2,3-b]pyridin-6-yl)-4-((4-(2-methoxy-2-methylpropoxy)-6-(methylsulfonyl)pyridin-2-yl)amino)pyridin-2-yl)acetamide CC1(OC=2C(=NC(=CC2)C=2C(=CC(=NC2)NC(C)=O)NC2=NC(=CC(=C2)OCC(C)(C)OC)S(=O)(=O)C)OC1)C